4-(((cyclopropylmethyl)amino)methyl)-5-hydroxy-2-(4-methoxyphenyl)benzofuran-3-acetic acid ethyl ester C(C)OC(CC1=C(OC2=C1C(=C(C=C2)O)CNCC2CC2)C2=CC=C(C=C2)OC)=O